dimethyl(phenyl)(pyren-1-yl)silane C[Si](C1=CC=C2C=CC3=CC=CC4=CC=C1C2=C34)(C3=CC=CC=C3)C